6-chloro-5-ethyl-1H-pyrrolo[2,3-b]pyridine-4-carboxylic acid methyl ester COC(=O)C=1C2=C(N=C(C1CC)Cl)NC=C2